3-methyl-1-((tetrahydro-2H-pyran-4-yloxy)carbonyl)-1H-imidazol-3-ium iodide [I-].C[N+]1=CN(C=C1)C(=O)OC1CCOCC1